tetrahydropyranyl-methyl-difluoro-phosphite O1C(CCCC1)P([O-])(F)(F)C